ClC1=CC=C2C(=N1)C(=CN2)NC2=NC1=C(N2)C=CC=C1C1CCOCC1 N-(5-chloro-1H-pyrrolo[3,2-b]pyridin-3-yl)-4-(tetrahydro-2H-pyran-4-yl)-1H-benzo[d]imidazole-2-amine